C(C1=CC=CC=C1)=C1C=C(C(C(=C1)C(C)(C)C)=O)C(C)(C)C 4-benzylidene-2,6-di-tert-butylcyclohexa-2,5-dien-1-one